2,4-dimethoxy-5-(3,3,3-trifluoropropyl)pyrimidine COC1=NC=C(C(=N1)OC)CCC(F)(F)F